C(CC#C)N(C1=NC=2N(C3=CC=CC=C13)C=NN2)C2=CC=CC=C2 N-(but-3-yn-1-yl)-N-phenyl-[1,2,4]triazolo[4,3-a]quinazolin-5-amine